dodecanyl acetate C(C)(=O)OCCCCCCCCCCCC